N1(N=CN=C1)S(=O)(=O)C1=CC=C(C(=O)NCC2=CC=CC=C2)C=C1 4-((1H-1,2,4-triazol-1-yl)sulfonyl)-N-benzylbenzamide